tert-butyl ((1R,3R)-3-(4-(4-(trifluoromethyl)-1H-pyrrolo[2,3-c]pyridin-7-yl)piperazine-1-carbonyl)cyclobutyl)carbamate FC(C1=C2C(=C(N=C1)N1CCN(CC1)C(=O)C1CC(C1)NC(OC(C)(C)C)=O)NC=C2)(F)F